2-(2'-ethyl-4'-((5-(methylsulfonyl)-2,5-diazabicyclo[2.2.2]octan-2-yl)methyl)-[1,1'-biphenyl]-4-yl)-1,1,1,3,3,3-hexafluoropropan-2-ol C(C)C1=C(C=CC(=C1)CN1C2CN(C(C1)CC2)S(=O)(=O)C)C2=CC=C(C=C2)C(C(F)(F)F)(C(F)(F)F)O